I[C@@H]1COCC1 (S)-3-iodotetrahydrofuran